C(=CC1=CC=CC=C1)NC(=O)N N-styryl-urea